tert-butyl (2S)-3-methyl-2-(6-oxo-2-trityl-2,7-diazaspiro[4.5]decan-7-yl)butanoate CC([C@@H](C(=O)OC(C)(C)C)N1C(C2(CCN(C2)C(C2=CC=CC=C2)(C2=CC=CC=C2)C2=CC=CC=C2)CCC1)=O)C